Cl.FC=1C=C(C=CC1OC)C1=NN2C(CNCC2)=C1C1=CC=NC=C1 2-(3-fluoro-4-methoxyphenyl)-3-(pyridin-4-yl)-4,5,6,7-tetrahydropyrazolo[1,5-a]pyrazine hydrochloride